C(CC)[N+](CCC)(CCCCCCCCCCCCCC)[O-] N,N-dipropyltetradecylamine N-oxide